NC=1C=C(C(=C(OCC2CN(CC2)C(=O)[O-])C1)C)Cl 3-((5-amino-3-chloro-2-methylphenoxy)methyl)pyrrolidine-1-carboxylate